4-[3-(cyclopentoxymethyl)-4-(2-fluoro-3,5-dimethoxy-4-methyl-phenyl)phenoxy]tetrahydropyran-4-carboxylic acid C1(CCCC1)OCC=1C=C(OC2(CCOCC2)C(=O)O)C=CC1C1=C(C(=C(C(=C1)OC)C)OC)F